C(CCC)SC1=C(C=C(C(=C1)OC)\C=C(/C)\[N+](=O)[O-])OC (E)-butyl-(2,5-dimethoxy-4-(2-nitroprop-1-en-1-yl)phenyl)sulfane